CC1=C(OCC(=O)NC2=CC=C(C=C2)N2C3=C(NCC=C2)C2=CC=CC=C2C=C3)C=CC=C1 5-[4-[2-(2-methylphenoxy)acetylamino]phenyl]-1H-naphtho[1,2-b][1,4]diazepine